ClC=1C=C(C(=NC1)OC)C1=NN(C=C1NC(=O)C=1C=NN2C1N=CC=C2)CC(=O)N(C)C N-(3-(5-chloro-2-methoxypyridin-3-yl)-1-(2-(dimethylamino)-2-oxoethyl)-1H-pyrazol-4-yl)pyrazolo[1,5-a]pyrimidine-3-carboxamide